N1N=CC=2C(=NC=CC21)OC=2C=CC=1C3=C(N(C1C2)C)C(N(N=C3)CC3=NC(=CC=C3)C)=O 7-((1H-pyrazolo[4,3-c]pyridin-4-yl)oxy)-5-methyl-3-((6-methylpyridin-2-yl)methyl)-3,5-dihydro-4H-pyridazino[4,5-b]indol-4-one